O.N[C@@H](CC(N)=O)C(=O)O L-Asparagin Monohydrat